(6-(2-Hydroxy-2-methylpropoxy)-4-(4,4,5,5-tetramethyl-1,3,2-dioxaborolan-2-yl)pyrazolo[1,5-a]pyridin-3-yl)dimethylphosphine oxide OC(COC=1C=C(C=2N(C1)N=CC2P(C)(C)=O)B2OC(C(O2)(C)C)(C)C)(C)C